C(=O)(O)CN(CCN(CC(=O)O)CCN(CC(=O)O)CC(=O)O)CC(=O)O N,N-bis[2-[bis(carboxymethyl)amino]ethyl]-Glycine